(4-(2-(2-aminopyridin-3-yl)-5-bromo-3H-imidazo[4,5-b]pyridin-3-yl)phenyl)methanol NC1=NC=CC=C1C1=NC=2C(=NC(=CC2)Br)N1C1=CC=C(C=C1)CO